1-[4-(1,1-dioxido-4-oxo-1,2,5-thiadiazolidin-2-yl)-3-fluoro-5-hydroxyphenyl]-3-(trans-4-hydroxycyclohexyl)urea O=S1(N(CC(N1)=O)C1=C(C=C(C=C1O)NC(=O)N[C@@H]1CC[C@H](CC1)O)F)=O